6-{4-[3-(Morpholin-4-yl)propoxy]phenyl}-4-{[(3S)-piperidin-3-yl]amino}pyrido[3,2-d]pyrimidine-8-carboxamide N1(CCOCC1)CCCOC1=CC=C(C=C1)C=1C=C(C=2N=CN=C(C2N1)N[C@@H]1CNCCC1)C(=O)N